3-(3,4-dimethoxyphenyl)-6-(3-methoxyphenyl)imidazo[1,2-b]pyridazine COC=1C=C(C=CC1OC)C1=CN=C2N1N=C(C=C2)C2=CC(=CC=C2)OC